Cl.Cl.NC/C=C/S(=O)(C1=CC(=C(C=C1)OC)F)=NC1CC1 [(1E)-3-aminoprop-1-en-1-yl](cyclopropylimino)(3-fluoro-4-methoxyphenyl)-λ6-sulfanone dihydrochloride